FC=1C=C(N)C=CC1COC1=CC(=CC=C1)C(F)(F)F 3-fluoro-4-((3-(trifluoromethyl)phenoxy)methyl)aniline